ethyl 2-chloro-5-(N-methylacetamido)pyrimidine-4-carboxylate ClC1=NC=C(C(=N1)C(=O)OCC)N(C(C)=O)C